(Z)-N-(4-(Aminomethyl)-3-(2-chlorophenyl)thiazol-2(3H)-ylidene)-1H-pyrrolo[2,3-b]pyridine-4-carboxamide NCC=1N(/C(/SC1)=N/C(=O)C=1C2=C(N=CC1)NC=C2)C2=C(C=CC=C2)Cl